ClC=1C=2C(N=C3N(C2C=CC1)C1=CC(=CC=C1C3(C)C)C3CCN(CC3)CC31CC(C3)(C1)C(=O)O)=O 3-((4-(4-chloro-7,7-dimethyl-5-oxo-5,7-dihydroindolo[1,2-a]quinazolin-10-yl)piperidin-1-yl)methyl)bicyclo[1.1.1]pentane-1-carboxylic acid